(5RS)-2-[[3-Fluoro-2-(trifluoromethyl)-4-pyridyl]methyl]-3-oxo-5,6,7,8-tetrahydro-[1,2,4]triazolo[4,3-a]pyridine FC=1C(=NC=CC1CN1N=C2N(CCCC2)C1=O)C(F)(F)F